ClC=1C=C(NC2(CCC3(N(CC4=CC=CC=C34)S(=O)(=O)C3=CC=C(C=C3)C)CC2)C(=O)OCC)C=CC1 ethyl 4-(3-chloroanilino)-2'-(4-methylbenzene-1-sulfonyl)-2',3'-dihydrospiro[cyclohexane-1,1'-isoindole]-4-carboxylate